N1=C(C=CC=C1)[C@H](C)N1C(C=C(C=C1)C1=NN(C=2C1=NC=CC2)C2=CC(=CC=C2)C(F)(F)F)=O (S)-1-(1-(pyridin-2-yl)ethyl)-4-(1-(3-(trifluoromethyl)phenyl)-1H-pyrazolo[4,3-b]pyridin-3-yl)pyridin-2(1H)-one